C(C)OC(=O)C=1NC=CC1NCC1=C2CN(CC2=CC=C1)C(=O)OC(C)(C)C tert-butyl 4-(((2-(ethoxycarbonyl)-1H-pyrrol-3-yl)amino)methyl)isoindoline-2-carboxylate